3'-(1-amino-2-methoxyethyl)-5'-(2-methoxy-1-nitroethyl)-[1,1'-biphenyl]-4-carbonitrile NC(COC)C=1C=C(C=C(C1)C(COC)[N+](=O)[O-])C1=CC=C(C=C1)C#N